tert-butyl (5-acryloylpyridin-3-yl)carbamate C(C=C)(=O)C=1C=C(C=NC1)NC(OC(C)(C)C)=O